1,2,4,5-benzenetetracarboxylic acid (1,2,4,5-benzenetetracarboxylate) C=1(C(=CC(=C(C1)C(=O)O)C(=O)O)C(=O)O)C(=O)O.C=1(C(=CC(=C(C1)C(=O)O)C(=O)O)C(=O)O)C(=O)O